CC1=CN=C(S1)C=1C=C(C(=O)N[C@H](C)C=2C=NC(=NC2)C(F)(F)F)C=C(C1)OC1CCNCC1 3-(5-methyl-1,3-thiazol-2-yl)-5-(piperidin-4-yloxy)-N-{(1R)-1-[2-(trifluoromethyl)pyrimidin-5-yl]ethyl}benzamide